N-(Isoxazol-3-ylmethyl)-3-(((7-(pyridin-4-yl)-2,3-dihydrofuro[3,2-c]pyridin-4-yl)amino)methyl)benzamid O1N=C(C=C1)CNC(C1=CC(=CC=C1)CNC1=NC=C(C2=C1CCO2)C2=CC=NC=C2)=O